C1(CC1)N1C(NC2=CC(=CC=C2C1=S)CN1CCN(CC1)C=1C=CC(=NC1)C(=O)NC)=O 5-(4-((3-cyclopropyl-2-oxo-4-thioxo-1,2,3,4-tetrahydroquinazolin-7-yl)methyl)piperazin-1-yl)-N-methylpicolinamide